1-[2,4-dichloro-5-(1,1,2,2-tetrafluoroethoxy)phenyl]-3-[(1S)-1-(2-pyrazin-2-yl-1,2,4-triazol-3-yl)ethyl]urea ClC1=C(C=C(C(=C1)Cl)OC(C(F)F)(F)F)NC(=O)N[C@@H](C)C=1N(N=CN1)C1=NC=CN=C1